N-(4-(2,6-dimethylphenoxy)-3-(6-methyl-2-(5-methyl-1,3,4-oxadiazol-2-yl)-7-oxo-6,7-dihydrothieno[2,3-c]pyridin-4-yl)phenyl)ethanesulfonamide CC1=C(OC2=C(C=C(C=C2)NS(=O)(=O)CC)C=2C3=C(C(N(C2)C)=O)SC(=C3)C=3OC(=NN3)C)C(=CC=C1)C